COC1=CC=C(C=C1)CNC1=CC=C(C=N1)S(=O)(=O)NC1=CC=C(C=C1)B1OC(C(O1)(C)C)(C)C 6-[[(4-methoxyphenyl)methyl]amino]-N-[4-(4,4,5,5-tetramethyl-1,3,2-dioxaborolan-2-yl)phenyl]pyridine-3-sulfonamide